NC(CCC(=O)O)CC1=CC=C(C=C1)O γ-amino-p-hydroxybenzenepentanoic acid